benzyl (5S)-5-[(3-chloro-4-fluoro-phenyl)-methyl-carbamoyl]-3-methylsulfonyl-2-oxo-imidazolidine-1-carboxylate ClC=1C=C(C=CC1F)N(C(=O)[C@@H]1CN(C(N1C(=O)OCC1=CC=CC=C1)=O)S(=O)(=O)C)C